C(C1=CC=CC=C1)OC(=O)N1[C@@H]([C@H]([C@@H](CC1)OCCC(=O)OC(C)(C)C)OCCC(=O)OC(C)(C)C)COCCC(=O)OC(C)(C)C di-tert-butyl 3,3'-(((2R,3R,4R)-1-((benzyloxy)carbonyl)-2-((3-(tert-butoxy)-3-oxopropoxy)methyl)piperidine-3,4-diyl)bis(oxy))dipropionate